propyl-dimethyl-methoxysilane 1-amino-2-propyl-carbamate NCC(C)NC(O)=O.C(CC)[Si](OC)(C)C